8-oxa-3,5,10-triazatricyclo[7.4.0.02,7]trideca-1(13),2(7),3,5,9,11-hexaene C=12C=3N=CN=CC3OC2=NC=CC1